N-((1R,4r)-4-(2-(((R)-2-(3-Fluorophenyl)-2-hydroxyethyl)amino)propan-2-yl)cyclohexyl)acetamide FC=1C=C(C=CC1)[C@H](CNC(C)(C)C1CCC(CC1)NC(C)=O)O